2-bromo-5-nitrobenzoyl fluoride BrC1=C(C(=O)F)C=C(C=C1)[N+](=O)[O-]